[Zn].[Sn].[Ni].[Cu] copper-nickel-tin-zinc